ClC=1C2=CNN=C2C(=C(C1)C=1C=C2CCC(N(C2=CC1)C)=O)F 4-chloro-7-fluoro-6-(1-methyl-2-oxo-1,2,3,4-tetrahydroquinolin-6-yl)-2H-indazole